COC1=C(C=C(C=C1)C1=C(N=C2N1C=C(N=C2)C2=CC(=CC=C2)C(F)(F)F)C2CC2)O 2-methoxy-5-[2-cyclopropyl-6-[3-(trifluoromethyl)phenyl]imidazo[1,2-a]pyrazin-3-yl]phenol